(5-(5-methoxybenzo[d]thiazol-2-yl)pyridin-3-yl)methanol COC=1C=CC2=C(N=C(S2)C=2C=C(C=NC2)CO)C1